6-((exo-8-Azabicyclo[3.2.1]octan-3-yl)oxy)-N-(4-([1,2,4]triazolo[1,5-a]pyridin-7-yloxy)-3-methylphenyl)pyrimido[5,4-d]pyrimidin-4-amine C12CC(CC(CC1)N2)OC=2N=CC=1N=CN=C(C1N2)NC2=CC(=C(C=C2)OC2=CC=1N(C=C2)N=CN1)C